OC1=C(C(=CC(=C1)C(F)(F)F)C)C1=CC=C(N=N1)C(=O)C1CNCCC1 (6-(2-hydroxy-6-methyl-4-(trifluoromethyl)phenyl)pyridazin-3-yl)(piperidin-3-yl)methanone